FC(C1=CC(=CC(=N1)C=O)C1=C(C=CC=C1C)C)F 6-(difluoromethyl)-4-(2,6-dimethylphenyl)pyridine-2-carbaldehyde